2-(4-(1,4-dimethylnaphthalen-2-yl)phenoxy)acetic acid CC1=C(C=C(C2=CC=CC=C12)C)C1=CC=C(OCC(=O)O)C=C1